Isopentanen tert-butyl-(2R)-4-(3-(2,6-dioxopiperidin-3-yl)-1-methyl-1H-indazol-6-yl)-2-methylpiperazine-1-carboxylate C(C)(C)(C)OC(=O)N1[C@@H](CN(CC1)C1=CC=C2C(=NN(C2=C1)C)C1C(NC(CC1)=O)=O)C.C=CC(C)C